methanesulfonic acid 3-[2-(1-{[3,5-bis(difluoromethyl)-1H-pyrazol-1-yl] acetyl} piperidin-4-yl)-1,3-thiazol-4-yl]-1,5-dihydro-2,4-benzodiazepine-6-yl ester FC(C1=NN(C(=C1)C(F)F)CC(=O)N1CCC(CC1)C=1SC=C(N1)C1=NCC2=C(CN1)C=CC=C2OS(=O)(=O)C)F